(1S,3aR,7aS)-N-((S)-3-oxo-1-((S)-2-oxopyrrolidin-3-yl)-4-(trifluoromethoxy)butan-2-yl)-2-(5-(trifluoromethyl)isoxazole-3-carbonyl)octahydro-1H-isoindole-1-carboxamide O=C([C@H](C[C@H]1C(NCC1)=O)NC(=O)[C@H]1N(C[C@@H]2CCCC[C@H]12)C(=O)C1=NOC(=C1)C(F)(F)F)COC(F)(F)F